The molecule is a member of the class of hydroquinones that is hydroquinone in which one of the benzene hydrogens has been replaced by a methyl group. It has a role as an angiogenesis inhibitor, an anti-inflammatory agent and a Penicillium metabolite. CC1=C(C=CC(=C1)O)O